N-[2-(2,6-diazaspiro[3.3]heptan-2-yl)-2-oxo-ethyl]-4-[[3-[1-(2,2-difluoroethyl)-3-(trifluoromethyl)pyrazol-4-yl]imidazo[1,2-a]pyrazin-8-yl]amino]-2-ethyl-benzamide formate C(=O)O.C1N(CC12CNC2)C(CNC(C2=C(C=C(C=C2)NC=2C=1N(C=CN2)C(=CN1)C=1C(=NN(C1)CC(F)F)C(F)(F)F)CC)=O)=O